4-((4-(2-Ethyloxazol-4-yl)pyridin-2-yl)((4-(4-methoxy-3-methylphenyl)bicyclo[2.2.2]octan-1-yl)methyl)carbamoyl)(trans-cyclohexyl) 3-(hydroxymethyl)azetidine-1-carboxylate OCC1CN(C1)C(=O)O[C@@H]1CC[C@H](CC1)C(N(CC12CCC(CC1)(CC2)C2=CC(=C(C=C2)OC)C)C2=NC=CC(=C2)C=2N=C(OC2)CC)=O